ClC=1C=C(C=CC1N1C(N(CC1)C)=O)C1=C(C(=CC(=C1)F)C1=CC(=NC=C1)C1=CCN(CC1)C(=O)OC(C)(C)C)OC tert-butyl 4-(3'-chloro-5-fluoro-2-methoxy-4'-(3-methyl-2-oxoimidazolidin-1-yl)-[1,1'-biphenyl]-3-yl)-5',6'-dihydro-[2,4'-bipyridine]-1'(2'H)-carboxylate